tert-Butyl N-[3-cyano-7-fluoro-4-[5-fluoro-3-[[(2S)-4-methylmorpholin-2-yl]methoxy]-7,9-dihydrofuro[3,4-f]quinazolin-6-yl]thieno[3,2-c]pyridin-2-yl]carbamate C(#N)C1=C(SC2=C1C(=NC=C2F)C=2C1=C(C=3C=NC(=NC3C2F)OC[C@@H]2CN(CCO2)C)COC1)NC(OC(C)(C)C)=O